(methoxy-d3)-3-methylpyrrolidine-1-carboxylic acid tert-butyl ester C(C)(C)(C)OC(=O)N1C(C(CC1)C)OC([2H])([2H])[2H]